6-(4-fluoro-3-isopropyl-5-(4-(oxetan-3-yl)piperazin-1-yl)-1H-pyrrolo[2,3-c]pyridin-2-yl)-8-methoxy-[1,2,4]triazolo[1,5-a]pyridine FC1=C2C(=CN=C1N1CCN(CC1)C1COC1)NC(=C2C(C)C)C=2C=C(C=1N(C2)N=CN1)OC